5-([1,1'-biphenyl]-4-yl-2,3',6-d3)-5,8-dihydroindolo[2,3-c]carbazole C=1(C(=CC(=CC1[2H])N1C2=CC=CC=C2C2=C1C=CC=1NC=3C=CC=CC3C21)[2H])C2=CC(=CC=C2)[2H]